[11C]urea N[11C](=O)N